CNC(CCN1C(NC2=C1C=C(C=C2)[N+](=O)[O-])=O)=O N-methyl-3-(6-nitro-2-oxo-3H-benzimidazol-1-yl)propanamide